5-([1,1'-Biphenyl]-3-ylmethyl)-4-oxo-6-azaspiro[2.5]octane-6-carboxylic acid methyl ester COC(=O)N1C(C(C2(CC2)CC1)=O)CC=1C=C(C=CC1)C1=CC=CC=C1